ClC1=CC=C(C=C1)C1=N[C@H](C=2N(C3=C1C(=C(S3)C)C)C(=NN2)C)CCN2CCN(CC2)CC2=CC=C(C=C2)C2C(NC(CC2)=O)=O 3-(4-((4-(2-((S)-4-(4-chlorophenyl)-2,3,9-trimethyl-6H-thieno[3,2-f][1,2,4]triazolo[4,3-a][1,4]diazepin-6-yl)ethyl)piperazin-1-yl)methyl)phenyl)piperidine-2,6-dione